COC=1C=C(C(=O)N2CCN(CC2)C(=O)OC(C)(C)C)C=CC1[N+](=O)[O-] tert-butyl 4-(3-methoxy-4-nitrobenzoyl)piperazine-1-carboxylate